FC1=CC=C2C=3C=CC(=CC3NC2=C1)NC(=O)NC1=CC=C(C=C1)CO 1-(7-fluoro-9H-carbazol-2-yl)-3-(4-(hydroxymethyl)phenyl)urea